CN1CNC(CC1=O)(C1=CC2=C(SC3=C2C=C(C=C3)C#CC)C=C1)C 3,6-dimethyl-6-(8-(prop-1-yn-1-yl)dibenzo[b,d]thiophen-2-yl)tetrahydropyrimidin-4(1H)-on